N-((4-(2-acetylhydrazine-1-carbonyl)benzyl)oxy)-1-(tert-butyl)-4-(3-(trifluoromethyl)phenoxy)-1H-pyrazole-5-carboxamide C(C)(=O)NNC(=O)C1=CC=C(CONC(=O)C2=C(C=NN2C(C)(C)C)OC2=CC(=CC=C2)C(F)(F)F)C=C1